C(C)(C)(C)N(C(O)=O)C1=C(C(=NC(=C1)Cl)Cl)[N+](=O)[O-].C(#N)C1N(CC(C1)(F)F)C(CNC(=O)C1=CC=NC2=CC=C(C=C12)C=CC1=CC=C(C=C1)C(F)(F)F)=O N-(2-(2-cyano-4,4-difluoropyrrolidin-1-yl)-2-oxoethyl)-6-(4-(trifluoromethyl)styryl)quinoline-4-carboxamide tert-Butyl-2,6-dichloro-3-nitropyridin-4-ylcarbamate